COC1=CC=2N(C=C1NC(=O)N1CCC=3C1=NC=CC3N3C[C@H](N(CC3)C(=O)OC(C)(C)C)C)N=C(N2)C tert-butyl (R)-4-(1-((7-methoxy-2-methyl-[1,2,4]triazolo[1,5-a]pyridin-6-yl)carbamoyl)-2,3-dihydro-1H-pyrrolo[2,3-b]pyridin-4-yl)-2-methylpiperazine-1-carboxylate